THIENOPYRIDINONE S1(C=CC2=C1C=CC=N2)=O